2-[4-[5-[tert-butyl(dimethyl)silyl]oxy-1-tetrahydropyran-2-yl-indazol-3-yl]triazol-2-yl]ethanol [Si](C)(C)(C(C)(C)C)OC=1C=C2C(=NN(C2=CC1)C1OCCCC1)C1=NN(N=C1)CCO